2-(m-fluorophenyl)-1,3-oxazole-5-carboxamide FC=1C=C(C=CC1)C=1OC(=CN1)C(=O)N